methyl (1-((2-methyl-5-(2-(methylsulfonyl)-4-(trifluoromethyl) phenyl)-3-oxo-2,3-dihydropyridazin-4-yl)oxy)ethyl) carbonate C(OC)(OC(C)OC=1C(N(N=CC1C1=C(C=C(C=C1)C(F)(F)F)S(=O)(=O)C)C)=O)=O